[C@H]12C(C[C@H](CC1)C2)COC2=NN(C=C2)C(=O)OC(C)(C)C tert-Butyl 3-[[(1S,4R)-norbornan-2-yl]methoxy]pyrazole-1-carboxylate